N1(N=CC=C1)CC=1C=CC(=NC1C(F)(F)F)C(=O)OC Methyl 5-((1H-pyrazol-1-yl)methyl)-6-(trifluoromethyl)picolinate